(E)-4-(dimethoxymethyl)piperidine COC(C1CCNCC1)OC